N-acetoxy-1-(4-phenylsulfanyl-phenyl)-3-cyclohexylpropane-1-one-2-imine C(C)(=O)ON=C(C(=O)C1=CC=C(C=C1)SC1=CC=CC=C1)CC1CCCCC1